C1(CC1)C1=C(C(=NO1)C1=C(C=CC=C1Cl)Cl)COC1=CC=C2C(=N1)C(=CC1=C(O2)C=C(C=C1)C(=O)OC)F methyl 2-((5-cyclopropyl-3-(2,6-dichlorophenyl)isoxazol-4-yl)methoxy)-11-fluorobenzo[6,7]oxepino[3,2-b]pyridine-7-carboxylate